FC(C1CCCC=2N1C(=NN2)C2=CC1=C(C=N2)CNC1=O)(F)F 6-(5-(trifluoromethyl)-5,6,7,8-tetrahydro-[1,2,4]triazolo[4,3-a]pyridin-3-yl)-2,3-dihydro-1H-pyrrolo[3,4-c]pyridin-1-one